1,3-dimethyl-1H-pyrazolo[4,3-c]pyridine-6-carbonitrile CN1N=C(C=2C=NC(=CC21)C#N)C